3-(7-methoxy-5-methylbenzothiophen-2-yl)-1-(azetidin-3-yl)-1H-pyrazole COC1=CC(=CC=2C=C(SC21)C2=NN(C=C2)C2CNC2)C